C(#N)C1=CC=C(C=C1)C(CN[C@H](C(=O)NC1=NC=C(C=C1)N1CC(N(CC1)C)=O)C=1C=NN(C1)C)C (S)-2-((2-(4-cyanophenyl)propyl)amino)-2-(1-methyl-1H-pyrazol-4-yl)-N-(5-(4-methyl-3-oxopiperazin-1-yl)pyridin-2-yl)acetamide